tert-butyl 3-(3-chlorophenyl)-4-[4-(cyclopropanecarbonylamino)-2-(2-oxa-7-azaspiro[3.4]octan-7-yl)benzoyl]piperazine-1-carboxylate ClC=1C=C(C=CC1)C1CN(CCN1C(C1=C(C=C(C=C1)NC(=O)C1CC1)N1CCC2(COC2)C1)=O)C(=O)OC(C)(C)C